C1(=CC=CC=C1)CCC=NNC(C1=CC=C(C=C1)CC)=O 4-Ethyl-benzoic acid (3-phenyl-propylidene)-hydrazide